{1-{1-[4-(1,2,3-oxadiazol-4-yl)benzyl]piperidin-4-yl}-3-[4-(7H-pyrrolo[2,3-d]pyrimidin-4-yl)-1H-pyrazol-1-yl]azetidin-3-yl}acetonitrile O1N=NC(=C1)C1=CC=C(CN2CCC(CC2)N2CC(C2)(N2N=CC(=C2)C=2C3=C(N=CN2)NC=C3)CC#N)C=C1